C(C)(=O)OC1=C(C(=C(C=C1)[N+](=O)[O-])C)Cl methyl-(2-chloro-4-nitrophenyl) acetate